C1(=CC=CC=C1)CCOC(CC1=CC(=C(C=C1)O)OC)=O 2-(4-hydroxy-3-methoxy-phenyl)acetic acid 2-phenylethyl ester